6-isopropylphenyl-iron (1+) hexafluorophosphate F[P-](F)(F)(F)(F)F.C(C)(C)C1=CC=CC=C1[Fe+]